C(C1=CC=CC=C1)OC(=O)N1CCC2(CNC3=C4C(=CC=C23)C(N(C4)C(C(=O)N)CCC(=O)OC(C)(C)C)=O)CC1 7'-(1-amino-5-(tert-butoxy)-1,5-dioxopentan-2-yl)-6'-oxo-1',6',7',8'-tetrahydro-2'H-spiro[piperidine-4,3'-pyrrolo[3,4-g]indole]-1-carboxylic acid benzyl ester